F[B-](F)(F)F.P(=O)(OCCCC)(OCCCC)OCCCC tributyl phosphate tetrafluoroborate